(5-(1-(6,7-dihydro-5H-cyclopenta[b]pyridin-5-yl)piperidin-4-yl)-1-oxoisoindolin-2-yl)piperidine-2,6-dione N1=C2C(=CC=C1)C(CC2)N2CCC(CC2)C=2C=C1CN(C(C1=CC2)=O)N2C(CCCC2=O)=O